CN(NCC1=NC2=C(N1C)C=CC(=C2)C(F)(F)F)C(C)=O N-methyl-N'-((1-methyl-5-(trifluoromethyl)-1H-benzo[d]imidazol-2-yl)methyl)acetohydrazide